2-(4-methoxybenzyl)-5-(4'-(4,4,5,5-tetramethyl-1,3,2-dioxaborolan-2-yl)-[1,1'-biphenyl]-4-yl)-2H-1,2,3-triazole-4-carboxylic acid ethyl ester C(C)OC(=O)C1=NN(N=C1C1=CC=C(C=C1)C1=CC=C(C=C1)B1OC(C(O1)(C)C)(C)C)CC1=CC=C(C=C1)OC